C[C@H]1CCC(N(C1)C(C(=O)O)=O)C=1C=C2CC3(C(N(C2=CC1)C)=O)CC3 2-((5S)-5-methyl-2-(1'-methyl-2'-oxo-1',4'-dihydro-2'H-spiro[cyclopropane-1,3'-quinolin]-6'-yl)piperidin-1-yl)-2-oxoacetic acid